2-chloro-4-(1-ethoxyvinyl)-5-fluoropyrimidine ClC1=NC=C(C(=N1)C(=C)OCC)F